N1(CCNCC1)CC1CCN(CC1)C(=O)[O-] 4-(piperazin-1-ylmethyl)piperidine-1-carboxylate